Cl.C1(CC1)CN1C=C(C2=CC(=CC=C12)N)C#N 1-(cyclopropylmethyl)-5-amino-1H-indole-3-carbonitrile hydrochloride